3-((tert-butyldiphenylsilyloxy)-2,2-difluoropropyl)-3-methyl-2,3,4,9-tetrahydro-1H-pyrido[3,4-b]indole [Si](C1=CC=CC=C1)(C1=CC=CC=C1)(C(C)(C)C)OCC(CC1(CC2=C(NC3=CC=CC=C23)CN1)C)(F)F